N=1NN=NC1CC1CCN(CC1)CC1=CC=C(C=C1)NC1=NC(=NC=2C=NNC(C21)=O)N2CC(CCC2)C#N 1-(4-((4-((4-((2H-Tetrazol-5-yl)methyl)piperidin-1-yl)methyl)phenyl)amino)-5-oxo-5,6-dihydropyrimido[4,5-d]pyridazin-2-yl)piperidin-3-carbonitril